3-Amino-6-(5-fluoro-2-(1-(2,2,2-trifluoroethyl)-1H-pyrazol-4-yl)pyridin-4-yl)pyrazine NC=1C=NC(=CN1)C1=CC(=NC=C1F)C=1C=NN(C1)CC(F)(F)F